bromo-benzo[de]benzo[4,5]imidazo[2,1-a]isoquinolin-7-one BrC1=CC=C2C=3C(C(N4C(C13)=NC1=C4C=CC=C1)=O)=CC=C2